C(C1=CC=CC=C1)(C1=CC=CC=C1)(C1=CC=CC=C1)N1N=C(N=N1)C1=C(C=CC=C1)OS(=O)(=O)CCC (2-(2-trityl-2H-tetrazol-5-yl)phenyl)propane-1-sulfonate